COC(NC1=CC=C(C=C1)OCC1CN(C(O1)C(F)(F)F)C1=CC(=C(C=C1)C#N)C(F)(F)F)=O Methyl-(4-((3-(4-cyano-3-(trifluoromethyl)phenyl)-2-(trifluoromethyl)oxazolidin-5-yl)methoxy)phenyl)carbamat